2,4-dinitro-phenylglycine [N+](=O)([O-])C1=C(C(N)C(=O)O)C=CC(=C1)[N+](=O)[O-]